tert-Butyl (2-{[N-({4-[(2-amino-4-{[(3S)-1-hydroxyhexan-3-yl]amino}-6-methylpyrimidin-5-yl)methyl]-3-methoxyphenyl}methyl)-N-(2,2,2-trifluoroethyl)glycyl]amino}ethyl)carbamate NC1=NC(=C(C(=N1)N[C@H](CCO)CCC)CC1=C(C=C(C=C1)CN(CC(=O)NCCNC(OC(C)(C)C)=O)CC(F)(F)F)OC)C